BrC1=NC(=CC=C1N)C(F)(F)F 2-bromo-6-(trifluoromethyl)pyridin-3-amine